2-[(1R,5S,6R)-3-[(tert-butoxy)carbonyl]-3-azabicyclo[3.1.0]hex-6-yl]-1,3-thiazole-4-carboxylic acid C(C)(C)(C)OC(=O)N1C[C@H]2C([C@H]2C1)C=1SC=C(N1)C(=O)O